tert-Butyl (3aR,5S,6aS)-5-((6-chloropyridazin-3-yl)amino)-3a-methylhexahydrocyclopenta[c]pyrrole-2(1H)-carboxylate ClC1=CC=C(N=N1)N[C@@H]1C[C@@]2([C@@H](CN(C2)C(=O)OC(C)(C)C)C1)C